OC1=NC2=CC=CC=C2C(=C1)B(O)O 2-HYDROXYQUINOLINE-4-BORONIC ACID